(2S,3S)-2-fluoro-3-(4-fluorophenyl)-3-hydroxypropanamide F[C@H](C(=O)N)[C@@H](O)C1=CC=C(C=C1)F